4-((S)-5-methyl-3-((R)-1,1,1-trifluoro-2-hydroxypropan-2-yl)-5,6-dihydroimidazo[1,5-a]pyrazolo[5,1-c]pyrazin-9-yl)bicyclo[2.2.1]heptane-1-carbonitrile C[C@H]1CN2C(C=3N1C(=NC3)[C@@](C(F)(F)F)(C)O)=CC(=N2)C23CCC(CC2)(C3)C#N